C1(=CC=CC=C1)C(CCNC(=O)C=1C=C(C=NC1)C1=CC=2N(C=C1)N=C(N2)NC(OC(C)(C)C)=O)C tert-butyl (7-(5-((3-phenylbutyl)carbamoyl)pyridin-3-yl)-[1,2,4]triazolo[1,5-a]pyridin-2-yl)carbamate